CC1=CC(=NC2=CC(=CN=C12)CC1=CC=NC=C1)N 4-methyl-7-(4-pyridylmethyl)-1,5-naphthyridin-2-amine